C(C)(C)(C)OC(CCC=C[C@H]1[C@H](C1)CO[Si](C1=CC=CC=C1)(C1=CC=CC=C1)C(C)(C)C)=O tert-butyl-5-((1S,2S)-2-(((tert-butyldiphenylsilyl)oxy)methyl)cyclopropyl)pent-4-enoate